NC1=NN(C=2CN(CCC21)S(=O)(=O)C)C(=O)C2CCNC1=CC=C(C=C21)C2=CC=NC=C2 (3-amino-6-(methylsulfonyl)-4,5,6,7-tetrahydropyrazolo[3,4-c]pyridin-1-yl)(6-(pyridin-4-yl)-1,2,3,4-tetrahydroquinolin-4-yl)methanone